1-(triethoxysilyl)-2-(diethoxymethylsilyl)ethane tert-butyl-4-(3-(cyclopropanecarbonyl)-2-fluorophenyl)piperazine-1-carboxylate C(C)(C)(C)OC(=O)N1CCN(CC1)C1=C(C(=CC=C1)C(=O)C1CC1)F.C(C)O[Si](CC[SiH2]C(OCC)OCC)(OCC)OCC